ClC=1C(=NC(=NC1)NCCC=1C=NC=CC1)NC1=C(C=CC=C1)C 5-chloro-N2-(2-(pyridin-3-yl)ethyl)-N4-(o-tolyl)pyrimidine-2,4-diamine